4,4-dimethyl-2-({4-[5-(trifluoromethyl)-1,2,4-oxadiazol-3-yl]phenyl}methyl)isoxazolin-3-one CC1(C(N(OC1)CC1=CC=C(C=C1)C1=NOC(=N1)C(F)(F)F)=O)C